7-((Pyridin-4-ylmethyl)amino)-2-(((tetrahydro-2H-pyran-4-yl)thio)methyl)quinazolin N1=CC=C(C=C1)CNC1=CC=C2C=NC(=NC2=C1)CSC1CCOCC1